ClC(CS(=O)(=O)C=COC(N(C)C1=C(C=CC=C1)O)=O)C1=CC(=C(C=C1)Cl)[N+](=O)[O-] {2-[2-chloro-2-(4-chloro-3-nitrophenyl) ethanesulfonyl] vinyl}-2-hydroxyphenyl-N-methylcarbamate